C1(=CC=C(C=C1)[C@@H](C)NC1CCCC=2C3=CC(=CC=C3NC12)C=1C=C2CNCC2=CC1)C 5-(1-(((R)-1-(p-tolyl)ethyl)amino)-2,3,4,9-tetrahydro-1H-carbazol-6-yl)isoindolin